5-(imidazol-1-yl)-1H-pyrazolo[3,4-c]pyridine-7-carboxylic acid N1(C=NC=C1)C=1C=C2C(=C(N1)C(=O)O)NN=C2